2-(6-(((1R,3R,5S)-1,5-dimethyl-8-azabicyclo[3.2.1]octan-3-yl)(methyl)amino)pyridazin-3-yl)-5-(1H-pyrazol-4-yl)phenol C[C@]12CC(C[C@](CC1)(N2)C)N(C2=CC=C(N=N2)C2=C(C=C(C=C2)C=2C=NNC2)O)C